ClC1=C(C=C(C(=N1)NC(C(C)(C)C)=O)S(=O)(=O)C)I N-(6-chloro-5-iodo-3-(methylsulfonyl)pyridin-2-yl)trimethylacetamide